C1(CC1)C1CN=C(C1)C1=CC=CC=C1 3-cyclopropyl-5-phenyl-3,4-dihydro-2H-pyrrole